2-Chloro-N-(5-cyclopropyl-4-methyl-1H-pyrazol-3-yl)pyrimidin-4-amine ClC1=NC=CC(=N1)NC1=NNC(=C1C)C1CC1